C(C)(=O)O[C@@H]1CC2=CC[C@H]3[C@@H]4CC(=C([C@@]4(C)CC[C@@H]3[C@]2(CC1)C)N1C(=NC2=C1C=CC=C2)Cl)C=O 3β-Acetoxy-17-(2-chlorobenzimidazol-1-yl)-16-formylandrosta-5,16-diene